C(CCCCCCCCCCC)(=O)O.P(O)(O)(O)=O phosphoric acid monolaurate